C(C)C1=CC=C(C=C1)CCCC=C 1-ethyl-4-(pent-4-en-1-yl)benzene